N-(1-(oxetan-3-yl)azetidin-3-yl)benzamide O1CC(C1)N1CC(C1)NC(C1=CC=CC=C1)=O